CN(C1=C(C=C(C=C1)NC=1N=CC2=C(N1)CNCC2)C)CCN2CCOCC2 N1,2-dimethyl-N1-[2-(morpholin-4-yl)ethyl]-N4-{5H,6H,7H,8H-pyrido[3,4-d]pyrimidin-2-yl}benzene-1,4-diamine